4-(3,3a,4,5,6,6a-hexahydro-1H-furo[4,3-c]pyrrol-5-yl)-7-bromo-2,6-dichloro-8-fluoroquinazoline C1OCC2C1CN(C2)C2=NC(=NC1=C(C(=C(C=C21)Cl)Br)F)Cl